BrC=1C=C(C=C(C1)Cl)NC(NC1=C(C(=O)NCCN)C=CC=C1)=O 2-[3-(3-bromo-5-chlorophenyl)ureido]-N-(2-amino-ethyl)benzamide